COC(=O)C1=NC=CC(=C1F)CC(C(C)=O)C(=O)OCC 4-(2-ethoxycarbonyl-3-oxo-butyl)-3-fluoro-pyridine-2-carboxylic acid methyl ester